C(C)C1=NC=2C(=C3C(=NC2)N(C=C3)S(=O)(=O)C3=CC=C(C)C=C3)N1N1CCC(CC1)CC#N 2-(1-(2-ethyl-6-p-toluenesulfonylimidazo[4,5-d]pyrrolo[2,3-b]pyridin-1(6H)-yl)piperidin-4-yl)acetonitrile